CN(C=1C=C2CCN[C@@H](C2=CC1)CNC=1C=NC=CC1C(=O)O)C1=CC=C(C=C1)C 3-[({(1S)-6-[methyl(4-methylphenyl)amino]-1,2,3,4-tetrahydroisoquinolyl}methyl)amino]pyridine-4-carboxylic acid